methyl-(3-((S)-1-((R)-2-(2-naphthoylamino)-3-cyclohexylpropionyl)pyrrolidine-2-carboxamido)-4-methyl-2-oxopentanoyl)glycine CN(CC(=O)O)C(C(C(C(C)C)NC(=O)[C@H]1N(CCC1)C([C@@H](CC1CCCCC1)NC(=O)C1=CC2=CC=CC=C2C=C1)=O)=O)=O